C(C)SC1=C(C=CC=C1)NC(CC=C)=O N-(2-(ethylthio)benzeneYl)but-3-enamide